FC=1C=C(CC2=CN=C(S2)N(C(=O)C2=NN(C(CC2)=O)C)C)C=CC1 N-(5-(3-fluorobenzyl)thiazol-2-yl)-N,1-dimethyl-6-oxo-1,4,5,6-tetrahydropyridazine-3-carboxamide